(2,6-bis(benzyloxy)pyridine-3-yl)phenol C(C1=CC=CC=C1)OC1=NC(=CC=C1C1=C(C=CC=C1)O)OCC1=CC=CC=C1